tetra-aminotetraphenyl-ethylene NC=1C(=C(C(=C(C1)C(=C(C1=CC=CC=C1)C1=CC=CC=C1)C1=CC=CC=C1)N)N)N